C(C1=CC=CC=C1)(=O)OC1CN(CC1CC(F)(F)F)C(=O)OC(C)(C)C tert-butyl 3-(benzoyloxy)-4-(2,2,2-trifluoroethyl)pyrrolidine-1-carboxylate